C(#N)C1=CC2=C(CN=C[C@H]2C2=C(C(=CC=C2)F)C=2C(=NN(C2)CC)C(F)(F)F)S1 (S)-2-cyano-4-(2-(1-ethyl-3-(trifluoromethyl)-1H-pyrazol-4-yl)-3-fluorophenyl)-4,7-dihydrothieno[2,3-c]pyridin